(4-((3-methoxy-4-(2-methyl-2H-1,2,3-triazol-4-yl)pyridin-2-yl)amino)-5-propionylpyridin-2-yl)cyclopropanecarboxamide COC=1C(=NC=CC1C1=NN(N=C1)C)NC1=CC(=NC=C1C(CC)=O)C1(CC1)C(=O)N